3-ethynyl-5-(1H-pyrrol-1-yl)pyridine (R)-tert-butyl-3-(((3-chloro-6-(methylaminoformyl)pyridin-2-yl)methoxy)methyl)piperazine-1-carboxylate C(C)(C)(C)OC(=O)N1C[C@@H](NCC1)COCC1=NC(=CC=C1Cl)C(=O)NC.C(#C)C=1C=NC=C(C1)N1C=CC=C1